C(C)(=O)OC=1C(=NC=CC1OC)C(=O)N[C@H](C(=O)ON(C)C(C)(C1=CC=C(C=C1)Cl)C1=CC=C(C=C1)Cl)C [1,1-bis(4-chlorophenyl)ethyl-methyl-amino] (2S)-2-[(3-acetoxy-4-methoxy-pyridine-2-carbonyl) amino]propanoate